2-(piperazin-1-yl-2,2,3,3,5,5,6,6-d8)-5-(trifluoromethyl)pyrimidine hydrochloride Cl.N1(C(C(NC(C1([2H])[2H])([2H])[2H])([2H])[2H])([2H])[2H])C1=NC=C(C=N1)C(F)(F)F